FC1(CC(C1)NC1=NC(=NC(=N1)NC1CC(C1)(F)F)C=1SC=C(N1)C(F)(F)F)F N2,N4-bis(3,3-difluorocyclobutyl)-6-(4-(trifluoromethyl)thiazol-2-yl)-1,3,5-triazine-2,4-diamine